Z-3,13-octadecadienyl acetate C(C)(=O)OCC\C=C/CCCCCCCCC=CCCCC